COC1=C(C=CC2(CC=C(C=C2)C2=CC=CC=C2)C=CC2=C(C=CC=C2)OC)C=CC=C1 4,4-bis(2-methoxystyryl)biphenyl